[Si](C1=CC=CC=C1)(C1=CC=CC=C1)(C(C)(C)C)OCC1N(C(=CCC1CC(C)C)B1OC(C(O1)(C)C)(C)C)C(=O)OC(C)(C)C tert-butyl 2-[[tert-butyl(diphenyl)silyl]oxymethyl]-3-isobutyl-6-(4,4,5,5-tetramethyl-1,3,2-dioxaborolan-2-yl)-3,4-dihydro-2H-pyridine-1-carboxylate